2-(dimethylamino)-2-(4-methylbenzyl)-1-(4-morpholinylphenyl)butane-1-one CN(C(C(=O)C1=CC=C(C=C1)N1CCOCC1)(CC)CC1=CC=C(C=C1)C)C